((4,5,6,7-tetrahydropyrazolo[1,5-a]pyrimidin-6-yl)methyl)carbamic acid tert-butyl ester C(C)(C)(C)OC(NCC1CNC=2N(C1)N=CC2)=O